NC1=C2C(=NC=N1)N(N=C2C2=CC(=C(C=C2)NC(=O)NC2=CC(=C(C=C2)CN2CCOCC2)F)F)C2CC2 1-(4-(4-amino-1-cyclopropyl-1H-pyrazolo[3,4-d]pyrimidin-3-yl)-2-fluorophenyl)-3-(3-fluoro-4-(morpholinomethyl)phenyl)urea